C(=O)(OCC1=CC=CC=C1)N[C@@H]1[C@@H](OCC12CCNCC2)C N-cbz-(3s,4s)-3-methyl-2-oxa-8-azaspiro[4.5]-decan-4-amine